C(C)OC1=C(OCC(=O)N2CC3N(C(C4=C(NC3=O)C=CC(=C4)C4=CC(=CC=C4)C(F)(F)F)=O)CC2)C=CC=C1 2-(2-(2-ethoxyphenoxy)acetyl)-8-(3-(trifluoromethyl)phenyl)-1,3,4,12a-tetrahydrobenzo[e]pyrazino[1,2-a][1,4]diazepine-6,12(2H,11H)-dione